C(C)(C)(C)N(C(O)=O)C1CC(C1)=CC#N.FC=1C=C(C=CC1NC(C)=O)C12CC3(CC(CC(C1)C3)C2)C2=CC(=C(C=C2)NC(C)=O)F 1,3-bis(3-fluoro-4-acetamidophenyl)adamantane tert-butyl-(3-(cyanomethylene)cyclobutyl)carbamate